2-(2,6-dichloro-phenyl)-6-(4,5-diphenyl-oxazol-2-yl)-1H-benzimidazole ClC1=C(C(=CC=C1)Cl)C1=NC2=C(N1)C=C(C=C2)C=2OC(=C(N2)C2=CC=CC=C2)C2=CC=CC=C2